diethyl 3-((4-methylphenyl) ethynyl)-1H-pyrrole-2,4-dicarboxylate CC1=CC=C(C=C1)C#CC1=C(NC=C1C(=O)OCC)C(=O)OCC